butyl 2-(6-amino-2-(dimethylamino)-9H-purin-9-yl)acetate NC1=C2N=CN(C2=NC(=N1)N(C)C)CC(=O)OCCCC